BrC=1C=C2C(=NNC(C2=CC1)=O)C(F)F 6-bromo-4-(difluoromethyl)phthalazin-1(2H)-one